CC(CCCO)CCCCO 4-methyl-1,8-octanediol